dichloro(1-p-tert-butylphenyl-4-cyanoisoquinoline) iridium (III) [Ir+3].ClC1=C2C(=C(N=C(C2=CC=C1)C1=CC=C(C=C1)C(C)(C)C)Cl)C#N